(1R,5S)-3-{2-[(1-methyl-1H-pyrazol-4-yl)amino]pyrimidin-4-yl}-3,8-diazabicyclo[3.2.1]octane-8-carboxamide CN1N=CC(=C1)NC1=NC=CC(=N1)N1C[C@H]2CC[C@@H](C1)N2C(=O)N